2-(5-((4-Benzylpiperidin-1-yl)methyl)-4H-1,2,4-triazol-3-yl)-6-butoxy-1H-indole C(C1=CC=CC=C1)C1CCN(CC1)CC=1NC(=NN1)C=1NC2=CC(=CC=C2C1)OCCCC